(2R)-2-(Trifluoromethyl)-2,3,4,5-tetrahydropyrido[2,3-f][1,4]oxazepin-7-ol hydrochloride Cl.FC([C@@H]1OC2=C(CNC1)N=C(C=C2)O)(F)F